methyl-chlorophenoxypropionic acid potassium salt [K+].CCC(C(=O)[O-])(OC1=CC=CC=C1)Cl